3-(5-(1-cyclobutylpiperidin-4-yl)-4,6-difluoro-1-oxoisoindolin-2-yl)piperidine-2,6-dione C1(CCC1)N1CCC(CC1)C=1C(=C2CN(C(C2=CC1F)=O)C1C(NC(CC1)=O)=O)F